C1=CC=CC2=C1C=1N=C3C(=NC1C1=C2C=CC=C1)SC1=C3C=CC=C1 dibenzo[f,h][1]benzothieno[2,3-b]quinoxaline